(2S,4R)-2-((t-butoxycarbonyl)amino)-4-(cyanomethyl)glutaric acid dimethyl ester COC([C@H](C[C@@H](C(=O)OC)CC#N)NC(=O)OC(C)(C)C)=O